C(C=C)(=O)NN[C@@H](CO)C(=O)O N-AcrylamidoSerine